C1(=CC(=CC=C1)C1(CC=C2C=CC=3C(=CC=C4C=CC1=C2C34)N(C=3C=C(C=CC3)C3=CC=CC=C3)C=3C=C(C=CC3)C3=CC=CC=C3)NC=3C=C(C=CC3)C3=CC=CC=C3)C3=CC=CC=C3 1,N1,N6,N6-tetrakis([1,1'-biphenyl]-3-yl)pyrene-1,6-diamine